COC(=O)C1=NC=2C(=C(C(N(C2C=C1)C)=O)C#N)N1CCN(CC1)C(C1=CC=C(C=C1)F)C1=CC=C(C=C1)F 8-(4-(bis(4-fluorophenyl)methyl)piperazin-1-yl)-7-cyano-5-methyl-6-oxo-5,6-dihydro-1,5-naphthyridine-2-carboxylic acid methyl ester